NC1=NC=2C=C(C(=CC2C2=C1C=NN2C)C(=O)N([C@H](C)C2=NC=C(C=C2)C(F)(F)F)C)F 4-amino-7-fluoro-N,1-dimethyl-N-((1R)-1-(5-(trifluoromethyl)-2-pyridinyl)ethyl)-1H-pyrazolo[4,3-c]quinoline-8-carboxamide